8,9-Bis(4-chlorothiophenyl)-6-ethyl-2,4-dimethylpyrimido[4,5-c]isoquinoline-1,3,7,10(2H,4H)-tetraone ClSC1=CC=C(C=C1)C1=C(C(C=2C3=C(N=C(C2C1=O)CC)N(C(N(C3=O)C)=O)C)=O)C3=CC=C(C=C3)SCl